C(CCCCCCC\C=C/CCCCCCCC)CC(CN(CCO)CCO)O N-(3-oleyl-2-hydroxypropyl)diethanolamine